C(C)(C)(C)OC(=O)N[C@H](C(=O)OC)CC1=C(C=CC(=C1)O)Cl Methyl (2S)-2-((tert-butoxycarbonyl)amino)-3-(2-chloro-5-hydroxyphenyl)propanoate